[O-]S(=O)(=O)C(F)(F)F.C1(CCCCC1)S(=O)(=O)C1=CC=C(C=C1)[S+](C1=CC=CC=C1)C1=CC=CC=C1 (4-cyclohexylsulfonylphenyl)diphenylsulfonium triflate